2-Hydroxy-4-octyloxybenzophenon OC1=C(C(=O)C2=CC=CC=C2)C=CC(=C1)OCCCCCCCC